CN(CCCC(=O)OC(C(=O)[O-])CCCCCCCCCCCCCCCCCCC)C {[4-(dimethylamino)butanoyl]oxy}henicosanoate